C(C1=CC=CC=C1)OC(=O)NC1C(N(C2=C(N=CC1)C(=CC(=C2)Br)Cl)C)=O 4-(((benzyloxy)carbonyl)amino)-8-bromo-10-chloro-6-methyl-5-oxo-3,4,5,6-tetrahydrobenzo[b][1,4]diazocin